(((1R)-1-(2-cyano-3-(9,9-difluoro-3-azabicyclo[3.3.1]nonan-3-yl)-7-methylquinoxalin-5-yl)ethyl)amino)benzoic acid C(#N)C1=NC2=CC(=CC(=C2N=C1N1CC2CCCC(C1)C2(F)F)[C@@H](C)NC2=C(C(=O)O)C=CC=C2)C